1-(tert-butyldimethylsilyl)-3-p-bromophenyl-2-propyn-1-ol [Si](C)(C)(C(C)(C)C)C(C#CC1=CC=C(C=C1)Br)O